(morpholino)methanone O1CCN(CC1)C=O